N1-(4-((2-ethyl-4-phenylthiazol-5-yl)oxy)pyridin-2-yl)-N4-(2-(4-methylpiperazin-1-yl)ethyl)benzene-1,4-diamine C(C)C=1SC(=C(N1)C1=CC=CC=C1)OC1=CC(=NC=C1)NC1=CC=C(C=C1)NCCN1CCN(CC1)C